C1(=CC=C(C=C1)NCC(=O)OCCO)C1=CC=CC=C1 2-Hydroxyethyl [1,1'-biphenyl]-4-ylglycinate